di-p-toluoyl-tartaric acid C1(=CC=C(C=C1)C(=O)C(C(C(=O)O)(O)C(=O)C1=CC=C(C=C1)C)(O)C(=O)O)C